COC1=C(C=CC=C1)N1CCNCC1 4-(2-methoxyphenyl)piperazin